chlorodimethyl-[3-(2,3,4,5,6-pentafluorophenyl)propyl]silane Cl[Si](CCCC1=C(C(=C(C(=C1F)F)F)F)F)(C)C